FC=1C=CC(=NC1C)N(C(=O)[C@H]1N(C([C@H]([C@H]1O)O)=O)C1=NC(=CC(=C1)C(F)(F)F)C)C (2s,3s,4s)-N-(5-fluoro-6-methylpyridin-2-yl)-3,4-dihydroxy-N-methyl-1-(6-methyl-4-(trifluoromethyl)pyridin-2-yl)-5-oxopyrrolidine-2-carboxamide